FC=1C=NN2C1C(NC1=C(C(=CC=C21)CN2CC1=NN(C=C1C2)C=2C=CC(=NC2C)C(=O)NC)F)=O 5-(5-((3,6-difluoro-4-oxo-4,5-dihydropyrazolo[1,5-a]quinoxalin-7-yl)methyl)-5,6-dihydropyrrolo[3,4-c]pyrazol-2(4H)-yl)-N,6-dimethylpicolinamide